NC1=NC=2C=C(C=CC2C2=C1N=C(N2OCCCCNC(CCCC2=CC=C(C=C2)I)=O)CCCC)P(=O)(C)C N-(4-((4-amino-2-butyl-7-(dimethylphosphoryl)-1H-imidazo[4,5-c]quinolin-1-yl)oxy)butyl)-4-(4-iodophenyl)butanamide